OC(=O)C(F)(F)F.FC1=CC=C(C=C1)NC(=O)C=1C=CC2=C(OC3(CNCC3)C(N2)=O)N1 N-(4-fluorophenyl)-2-oxo-1,2-dihydrospiro[pyrido[2,3-b][1,4]oxazine-3,3'-pyrrolidine]-6-carboxamide TFA salt